chloro-6-methyl-[2,4'-bipyridine] ClC=1C(=NC(=CC1)C)C1=CC=NC=C1